(2R)-1-[(4aS,8aS)-3,4,4a,5,6,7,8,8a-Octahydro-2H-quinolin-1-yl]-2-[cyclopropyl-[(2,4-dimethoxyphenyl)methyl]amino]-3-(methylamino)propan-1-one N1(CCC[C@@H]2CCCC[C@H]12)C([C@@H](CNC)N(CC1=C(C=C(C=C1)OC)OC)C1CC1)=O